BrC=1C=CC(=C(C1)C(C)=NO)O 1-(5-Bromo-2-hydroxyphenyl)ethan-1-one oxime